BrC=1C=C(OC1)\C=C(\CC(=O)O)/C(=O)OCC (Z)-4-(4-bromofuran-2-yl)-3-(ethoxycarbonyl)but-3-enoic acid